4,4-difluoro-1-(5-nitro-2,3-dihydrobenzofuran-7-yl)cyclohexan-1-ol FC1(CCC(CC1)(O)C1=CC(=CC=2CCOC21)[N+](=O)[O-])F